di(dimethylphenyl)urea CC=1C(=C(C=CC1)NC(NC1=C(C(=CC=C1)C)C)=O)C